1-(2-isocyanatopropan-2-yl)-3-(prop-1-en-2-yl)benzene N(=C=O)C(C)(C)C1=CC(=CC=C1)C(=C)C